(3-bromophenethoxy)(tert-butyl)dimethylsilane BrC=1C=C(CCO[Si](C)(C)C(C)(C)C)C=CC1